1-(3-(4-amino-5-(4-(pyrrolidine-1-carbonyl)phenyl)-7H-pyrrolo[2,3-d]pyrimidin-6-yl)pyrrolidin-1-yl)prop-2-en-1-one NC=1C2=C(N=CN1)NC(=C2C2=CC=C(C=C2)C(=O)N2CCCC2)C2CN(CC2)C(C=C)=O